COC=1C=C(C=CC1)C1\C(\C(NC1)=O)=C/C1=CC=C2C(=NNC2=C1)\C=C\C1=CC=C(C=C1)CN1CCCCC1 (E)-4-(3-methoxyphenyl)-3-((3-((E)-4-(piperidin-1-ylmethyl)styryl)-1H-indazol-6-yl)methylene)pyrrolidin-2-one